N[C@@H]([C@H](O)C)CO L-Threoninol